N[C@@H](C(C)C)C(=O)O[C@@H]1[C@H](O[C@]([C@@H]1O)(C1=CC=C2C(=NC=NN21)NC([C@H](CC)C)=O)C#N)COC(CC2=CC=CC=C2)=O (2R,3S,4R,5R)-5-cyano-4-hydroxy-5-(4-((S)-2-methylbutanamido)pyrrolo[2,1-f][1,2,4]triazin-7-yl)-2-((2-phenylacetoxy)methyl)tetrahydrofuran-3-yl L-valinate